FC(C1=CC=C(C=C1)N1C=2N(CC3(C(NCC3)=O)C1)N=CC2)(F)F 4-(4-(trifluoromethyl)phenyl)-4,5-dihydro-7H-spiro[pyrazolo[1,5-a]pyrimidin-6,3'-pyrrolidin]-2'-one